ClC1=CC=CC(=N1)CN1CCN(CCN(CCN(CC1)CC(=O)O)CCNS(=O)(=O)C)CC(=O)O 2,2'-(4-((6-chloropyridin-2-yl)methyl)-10-(2-(methylsulfonylamino)ethyl)-1,4,7,10-tetraazacyclododecane-1,7-diyl)diacetic acid